tert-butyl N-({8-fluoro-6,12-dioxo-6H,12H-indolo[2,1-b]quinazolin-2-yl}methyl)carbamate FC=1C=C2C(C3=NC4=CC=C(C=C4C(N3C2=CC1)=O)CNC(OC(C)(C)C)=O)=O